N-(2-cyanoethyl)-N,N-di(1-hexyl)-amine C(#N)CCN(CCCCCC)CCCCCC